alpha-methyl-2-pentenal CC(C=O)=CCC